N[C@@H]1C2=CC=CC=C2CC12CCN(CC2)C=2N=CC(=NC2CO)C#CCOC=2C=C(C=CC2)NC(C)=O (S)-N-(3-((3-(5-(1-Amino-1,3-dihydrospiro[indene-2,4'-piperidin]-1'-yl)-6-(Hydroxymethyl)pyrazin-2-yl)prop-2-yn-1-yl)oxy)phenyl)acetamide